Cl.C(C1=CC=CC=C1)OC1CCNCCC1 4-benzyloxyazepane HCl salt